methyl (R)-(+)-4-chloro-3-hydroxybutyrate COC(=O)C[C@H](CCl)O